ClC1=NC=CC(=N1)N1N=CC(=C1)C 2-chloro-4-(4-methylpyrazol-1-yl)pyrimidine